((6-(5-fluoro-2-((3-chloro-4-(4-(4-methylpiperazin-1-yl)piperidin-1-yl)phenyl)amino)-6-cyclopropyl-7H-pyrrolo[2,3-d]pyrimidin-7-yl)pyridin-2-yl)imino)dimethyl-λ6-sulfanone FC1=C(N(C=2N=C(N=CC21)NC2=CC(=C(C=C2)N2CCC(CC2)N2CCN(CC2)C)Cl)C2=CC=CC(=N2)N=S(=O)(C)C)C2CC2